CN1C(CC(CC1)N(C=1SC2=C(N1)SC=N2)C)C 5-[(1,2-dimethylpiperidin-4-yl)(methyl)amino][1,3]thiazolo[5,4-d][1,3]thiazol